C12CC3C4C=CC(C3CC2C2C3C5CCC(C3C1C2)C5)C4 heptacyclo[8.8.0.14,7.111,18.113,16.03,8.012,17]-5-heneicosene